C(#C[2H])C=1C(=CC=C2C=C(C=CC12)OCOC)F 8-(ethynyl-d)-7-fluoro-3-(methoxymethoxy)naphthalene